4-(Bromomethyl)-5-methoxy-7-methylindole-1-carboxylate BrCC1=C2C=CN(C2=C(C=C1OC)C)C(=O)[O-]